5-[4-(3,3-difluoro-4,4-dimethyl-pyrrolidin-1-yl)furo[2,3-d]pyrimidin-6-yl]-1H-pyrimidine-2,4-dione FC1(CN(CC1(C)C)C=1C2=C(N=CN1)OC(=C2)C=2C(NC(NC2)=O)=O)F